OCCC(C(=O)OCC)=C ethyl 4-hydroxy-2-methylene-butanoate